CC1=NN=CN1COCC[Si](C)(C)C 3-methyl-4-[[2-(trimethylsilyl)ethoxy]methyl]-1,2,4-triazole